2-amino-3-methyl-N-((7R)-2-methyl-4,5,6,7-tetrahydro-1,3-benzothiazol-7-yl)-N-((5-(trifluoromethyl)-2-pyridinyl)methyl)-6-quinolinecarboxamide NC1=NC2=CC=C(C=C2C=C1C)C(=O)N(CC1=NC=C(C=C1)C(F)(F)F)[C@@H]1CCCC=2N=C(SC21)C